9-((phenylimino)methyl)-9H-carbazole-3,6-diyl-bis(ethan-1-one) C1(=CC=CC=C1)N=CN1C2=CC=C(C=C2C=2C=C(C=CC12)CC=O)CC=O